4-(2-amino-1-hydroxyethyl)benzene-1,2-diol (2R,3R)-2,3-dihydroxysuccinate O[C@@H](C(=O)O)[C@H](C(=O)O)O.NCC(O)C=1C=C(C(=CC1)O)O